FC(C(=O)N[C@@H]1[C@H](C=C(C(=O)O)O[C@H]1[C@H](O)[C@H](O)CO)N1N=C2C(N=CC=C2)=C1)(F)F 2,6-Anhydro-3,4,5-trideoxy-5-(2,2,2-trifluoroacetamido)-4-(2H-pyrazolo[4,3-b]pyridin-2-yl)-D-glycero-D-galacto-non-2-enonic acid